FC1(CCC(CC1)NCCCC[C@@H](C)OC1=NC(=CC=C1S(=O)(=O)N1[C@@H](CCC1)C(=O)O)C)F ((2-(((R)-6-((4,4-difluorocyclohexyl)amino)hexan-2-yl)oxy)-6-methylpyridin-3-yl)sulfonyl)-L-proline